N-(((R)-3-((4-(tert-Butoxy)benzyl)amino)pyrrolidin-1-yl)sulfonyl)-2-((S)-2,2,4-trimethylpyrrolidin-1-yl)nicotinamid C(C)(C)(C)OC1=CC=C(CN[C@H]2CN(CC2)S(=O)(=O)NC(C2=C(N=CC=C2)N2C(C[C@@H](C2)C)(C)C)=O)C=C1